2-(4-methyl-3-pentenyl)-6-methyl-9-acryloyloxy-10-acetoxy-1,4-dihydroanthracene CC(=CCCC=1CC2=C(C3=CC=C(C=C3C(=C2CC1)OC(C)=O)C)OC(C=C)=O)C